Tetrabromo-N,N-dimethyl-1H-benzimidazol-2-amine BrC1=C(C(=C(C2=C1NC(=N2)N(C)C)Br)Br)Br